C(C)N1[N+](=C(C2=CC=C(C=C12)C)C(C1=C(C=CC=C1)C(=O)OC(C(F)(F)F)C(F)(F)F)=O)[O-] 1-Ethyl-3-(2-(((1,1,1,3,3,3-hexafluoropropan-2-yl)oxy)carbonyl)benzoyl)-6-methyl-1H-indazole 2-oxide